2-[acetyl-(benzyl)amino]-6-hydroxy-1-benzothiophene-3-carboxylic acid tert-butyl ester C(C)(C)(C)OC(=O)C1=C(SC2=C1C=CC(=C2)O)N(CC2=CC=CC=C2)C(C)=O